2,6-dichloro-3,5-bis(2-methyl-1H-indol-yl)cyclohexanone ClC1C(C(C(CC1N1C(=CC2=CC=CC=C12)C)N1C(=CC2=CC=CC=C12)C)Cl)=O